FC1(CC(C1)C1=CC(=C(C=C1)B1OC(C(O1)(C)C)(C)C)C)F 2-[4-(3,3-difluorocyclobutyl)-2-methyl-phenyl]-4,4,5,5-tetramethyl-1,3,2-dioxaborolane